[4-(2-tetrahydropyran-2-yloxyethyl)cyclohexyl]methanol O1C(CCCC1)OCCC1CCC(CC1)CO